(2S,5S)-2-(1-(4-bromophenyl)-4-(4-fluorophenyl)-1H-pyrazol-3-yl)-5-methyl-3-(2-(2-oxo-2,3-dihydro-1H-benzo[d]imidazol-5-yl)ethyl)oxazolidin-4-one BrC1=CC=C(C=C1)N1N=C(C(=C1)C1=CC=C(C=C1)F)[C@@H]1O[C@H](C(N1CCC1=CC2=C(NC(N2)=O)C=C1)=O)C